3-(1-((4-chloro-3-(trifluoromethyl)phenethyl)amino)cyclobutyl)aniline ClC1=C(C=C(CCNC2(CCC2)C=2C=C(N)C=CC2)C=C1)C(F)(F)F